COP(OC)(=O)CC(COCC1=CC=CC=C1)=O (3-(benzyloxy)-2-oxopropyl)phosphonic acid dimethyl ester